2-(2,6-Dioxo-3-piperidyl)-4-(4-piperidylamino)isoindoline-1,3-dione 2H-pyridine-1-carboxylate N1(CC=CC=C1)C(=O)O.O=C1NC(CCC1N1C(C2=CC=CC(=C2C1=O)NC1CCNCC1)=O)=O